((2,2-difluoro-1-phenylvinyl)oxy)trimethylsilane FC(=C(C1=CC=CC=C1)O[Si](C)(C)C)F